C(=C\C)/C1=CC=C2C(=NC=NN21)N 7-((E)-prop-1-en-1-yl)pyrrolo[2,1-f][1,2,4]triazin-4-amine